OC1(CCC=CCN2C(C=3C=NC(=NC3N2C=2C=CC=C1N2)S(=O)C)=O)C 16-hydroxy-16-methyl-5-methylsulfinyl-2,4,6,10,21-pentazatetracyclo[15.3.1.02,10.03,8]henicosa-1(21),3(8),4,6,12,17,19-heptaen-9-one